7-(dimethylamino)-2-hydroxy-4-methyl-6(5H)-phenanthridinone dihydrochloride Cl.Cl.CN(C1=C2C(NC=3C(=CC(=CC3C2=CC=C1)O)C)=O)C